2-[2-(4-tert-butoxycarbonylpiperazin-1-yl)ethoxy]acetic acid C(C)(C)(C)OC(=O)N1CCN(CC1)CCOCC(=O)O